Ethyl-1H-imidazole-5-carboxamide C(C)N1C=NC=C1C(=O)N